ClC1=CC2=C(C=N1)C1(CN2C2=NC(=CC(=N2)C(C)(F)F)C)CC1 6'-Chloro-1'-(4-(1,1-difluoroethyl)-6-methylpyrimidin-2-yl)-1',2'-dihydrospiro[cyclopropane-1,3'-pyrrolo[3,2-c]pyridine]